BrC1=CC=2C(C3=CC(=CC=C3C2C=C1)Cl)(C)C 2-Bromo-7-chloro-9,9-dimethyl-9H-fluorene